6-(4-(6-chloro-5-fluoroindolin-1-yl)quinazolin-6-yl)oxazolo[4,5-b]pyridin-2(3H)-one ClC1=C(C=C2CCN(C2=C1)C1=NC=NC2=CC=C(C=C12)C=1C=C2C(=NC1)NC(O2)=O)F